tert-butyl N-ethyl-N-(5-fluoro-3-methyl-2-oxo-indolin-7-yl)carbamate C(C)N(C(OC(C)(C)C)=O)C=1C=C(C=C2C(C(NC12)=O)C)F